FC1=C(C(=CC(=C1)I)F)[C@@H]1N([C@@H]2[C@H](C3=C1NC=1C=CC=CC31)CC2)CC(C)(C)F (2aS,4S,9cS)-4-(2,6-difluoro-4-iodophenyl)-3-(2-fluoro-2-methylpropyl)-2,2a,3,4,5,9c-hexahydro-1H-cyclobuta[5,6]pyrido[3,4-b]indole